OC1=C(C(=O)N2CC3=CC=C(C=C3C2)CN2CCN(CC2)CCCCCNC(OC(C)(C)C)=O)C=C(C(=C1)O)C(C)C Tert-butyl (5-(4-((2-(2,4-dihydroxy-5-isopropylbenzoyl)isoindolin-5-yl)methyl)piperazin-1-yl)pentyl)carbamate